COC1=C(C=CC(=C1)OC)N1C(CC(C2=C1N=C(N=C2)NC2=C(C=CC=C2)OC)=O)=O 8-(2,4-dimethoxyphenyl)-2-[(2-methoxyphenyl)amino]-6H-pyrido[2,3-d]pyrimidine-5,7-dione